N-[4-chloro-6-(morpholin-4-yl)pyridin-2-yl]-N-methylacetamide ClC1=CC(=NC(=C1)N1CCOCC1)N(C(C)=O)C